((6-(6-cyclopropyl-2-((4-((1S,5R)-8-methyl-8-azabicyclo[3.2.1]oct-2-ene-3-yl)phenyl)amino)-7H-pyrrolo[2,3-d]pyrimidin-7-yl)pyridin-2-yl)imino)dimethyl-λ6-sulfanone C1(CC1)C1=CC2=C(N=C(N=C2)NC2=CC=C(C=C2)C2=C[C@@H]3CC[C@H](C2)N3C)N1C1=CC=CC(=N1)N=S(=O)(C)C